CN1N=CC(=C1C)B(O)O (1,5-dimethyl-1H-pyrazol-4-yl)boronic acid